BrC1=C2C=NN(C2=CC(=C1CCCOCC(=O)OC)Cl)C1OCCCC1 Methyl 2-(3-(4-bromo-6-chloro-1-(tetrahydro-2H-pyran-2-yl)-1H-indazol-5-yl)propoxy)acetate